C(C)(C)(C)OC(=O)N(CC1CCC1)CC=1N(C2=CC(=CC=C2C1)CN1N=NC(=C1)C=1C=CC=C2C=NN(C12)C1OCCCC1)C(=O)OC(C)(C)C tert-butyl 2-[[tert-butoxycarbonyl(cyclobutylmethyl)amino]methyl]-6-[[4-(1-tetrahydropyran-2-ylindazol-7-yl)triazol-1-yl]methyl]indole-1-carboxylate